CS(=O)(=O)N1CC2(CN(C2)C(=O)OC(C)(C)C)C1 tert-butyl 6-(methylsulfonyl)-2,6-diazaspiro[3.3]heptane-2-carboxylate